4-(2-aminoethyl)cyclohexanol NCCC1CCC(CC1)O